ethyl 8-methyl-2-oxo-7-(trifluoromethyl)-1H-quinoline-3-carboxylate CC=1C(=CC=C2C=C(C(NC12)=O)C(=O)OCC)C(F)(F)F